2-[6-(ethylamino)-4-{3-[(4-methyl-1,2,4-triazol-3-yl)methyl]oxetan-3-yl}pyridin-2-yl]-6-{2-hydroxy-1-[(3S)-3-methylpiperidin-1-yl]ethyl}-4-(methylsulfanyl)-3H-isoindol-1-one C(C)NC1=CC(=CC(=N1)N1C(C2=CC(=CC(=C2C1)SC)C(CO)N1C[C@H](CCC1)C)=O)C1(COC1)CC1=NN=CN1C